4-amino-2,2-dimethylbutyronitrile NCCC(C#N)(C)C